N-[2-(4-aminobutylamino)-2-oxo-ethyl]-4-[[(3R,4R)-1-(2-cyanoacetyl)-4-methyl-3-piperidyl]-methyl-amino]pyrrolo[2,3-d]pyrimidine-7-carboxamide NCCCCNC(CNC(=O)N1C=CC2=C1N=CN=C2N(C)[C@H]2CN(CC[C@H]2C)C(CC#N)=O)=O